COC=1C(=NC(=CN1)C)C=1CC2C(CN(C2)C=O)C1 [5-(3-methoxy-6-methylpyrazin-2-yl)-3,3a,4,6a-tetrahydrocyclopenta[c]pyrrol-2(1H)-yl]methanone